The molecule is a chlorobenzoate obtained by deprotonation of the carboxy group of 3,4-dichlorobenzoic acid. The major species at pH 7.3. It is a conjugate base of a 3,4-dichlorobenzoic acid. C1=CC(=C(C=C1C(=O)[O-])Cl)Cl